C(C)(C)(C)OC(NC1(CCN(CC1)C1=NC(=C(C(=C1)C#N)Br)C)C)=O (1-(5-Bromo-4-cyano-6-methylpyridin-2-yl)-4-methylpiperidin-4-yl)carbamic acid tert-butyl ester